pentaerythritol thiodipropionate phosphorus [P+3].S(CCC(=O)[O-])CCC(=O)[O-].OCC(CO)(CO)CO.S(CCC(=O)[O-])CCC(=O)[O-].S(CCC(=O)[O-])CCC(=O)[O-].[P+3]